C1(CC1)N1C(=NC2=NC=C(C=C21)C2=CC=C(C=C2)N2CCN(CC2)C(C)C)C2=CC=C(C=C2)S(=O)(=O)C 1-cyclopropyl-6-(4-(4-isopropylpiperazin-1-yl)phenyl)-2-(4-(methylsulfonyl)phenyl)-1H-imidazo[4,5-b]pyridine